C(C)OC(=C)C1=NN(C=2N(C([C@@H]([C@@H](C21)C2=CC=C(C=C2)F)NC(C2=CC(=CC=C2)C(F)(F)F)=O)=O)CC)C2=CC=CC=C2 |r| rac-N-((4R,5R)-3-(1-ethoxyvinyl)-7-ethyl-4-(4-fluorophenyl)-6-oxo-1-phenyl-4,5,6,7-tetrahydro-1H-pyrazolo[3,4-b]pyridin-5-yl)-3-(trifluoromethyl)benzamide